(3-cyclohexyl-2-acetoxyiminopropionyl)-4''-(2-butoxy-2-oxoacetyl)p-terphenyl C1(CCCCC1)CC(C(=O)C1=C(C=CC=C1)C1=CC=C(C=C1)C1=CC=C(C=C1)C(C(=O)OCCCC)=O)=NOC(C)=O